1-(4-Bromo-2-fluorophenyl)-2,3-difluoro-4-(trifluoromethyl)benzol BrC1=CC(=C(C=C1)C1=C(C(=C(C=C1)C(F)(F)F)F)F)F